1-(2,6-dichlorophenyl)-4-((4-((3-methoxypropyl)carbamoyl)phenyl)amino)-1H-pyrazole-3-carboxamide ClC1=C(C(=CC=C1)Cl)N1N=C(C(=C1)NC1=CC=C(C=C1)C(NCCCOC)=O)C(=O)N